C(C)NCC(C)(O)C 1-ethylamino-2-methyl-2-propanol